C1(CC1)COCCN(CCC(C(=O)O)NC(C1=C(C=CC=C1)C(F)(F)F)=O)CCCCC1=NC=2NCCCC2C=C1 4-[2-(cyclopropylmethoxy)ethyl-[4-(5,6,7,8-tetrahydro-1,8-naphthyridin-2-yl)butyl]amino]-2-[[2-(trifluoromethyl)benzoyl]amino]butanoic acid